6-(2-chloro-4-fluorobenzyl)-4-oxo-1,4-dihydroquinoline-3-carboxylic acid ethyl ester C(C)OC(=O)C1=CNC2=CC=C(C=C2C1=O)CC1=C(C=C(C=C1)F)Cl